COC=1C(=CC(=C(C1)N1CCC2(CCN(CC2)C(=O)OC(C)(C)C)CC1)C=C)[N+](=O)[O-] tert-butyl 9-(5-methoxy-4-nitro-2-vinylphenyl)-3,9-diazaspiro[5.5]undecane-3-carboxylate